C(C=1C(O)=CC=CC1)(=O)OC(CCCCC)CC Ethylhexyl Salicylat